aminocyclobutane-1-carboxylic acid NC1(CCC1)C(=O)O